FC1(OC2=C(O1)C=CC=C2C(C)N2C[C@@H](N(C[C@H]2C)C2=CC(N(C=1C=CC(=NC21)C#N)C)=O)C)F 8-((2s,5r)-4-(1-(2,2-difluorobenzo[d][1,3]dioxol-4-yl)ethyl)-2,5-dimethylpiperazin-1-yl)-5-methyl-6-oxo-5,6-dihydro-1,5-naphthyridine-2-carbonitrile